CN1N=C(C(=C1)C(=O)O\N=C\C1=CC=C(C=C1)C)C(F)F (E)-4-methylbenzaldehyde O-(1-methyl-3-(difluoromethyl)-1H-pyrazole-4-carbonyl) oxime